O=C(NCCCC(=O)[O-])CCCNC(CCC(NCCCC(NCCCC(=O)[O-])=O)=O)=O 6,11,14,19-tetraoxo-5,10,15,20-tetraazatetracosanedioate